[Pd].C(CCCCl)Cl butylene chloride palladium